C(#N)C1(CC1)C1=CC=C(C=C1)N(C1CC2(CN(C2)C(=O)OC(C)(C)C)C1)C1=C(C=CC(=C1)C=1C(=NOC1C)C)C t-butyl 6-((4-(1-cyanocyclopropyl)phenyl)(5-(3,5-dimethylisoxazol-4-yl)-2-methylphenyl)amino)-2-azaspiro[3.3]heptane-2-carboxylate